FC1=CC2=C(N=C(O2)C2=CC(=C(C=C2)C(C)C)OC)C=C1 6-Fluoro-2-(4-isopropyl-3-methoxyphenyl)benzoxazole